1-(4-(3-((4-amino-7-methyl-5-(2-methyl-4-phenoxyphenyl)-7H-pyrrolo[2,3-d]pyrimidin-6-yl)ethynyl)azetidin-1-yl)piperidin-1-yl)prop-2-en-1-one NC=1C2=C(N=CN1)N(C(=C2C2=C(C=C(C=C2)OC2=CC=CC=C2)C)C#CC2CN(C2)C2CCN(CC2)C(C=C)=O)C